5-ethyl-1,2,4-oxadiazol C(C)C1=NC=NO1